FC=1C=C(C=2C(C(CCC2C1C)(C)COCCO)=O)NC(C)=O N-(3-fluoro-7-((2-hydroxyethoxy)methyl)-4,7-dimethyl-8-oxo-5,6,7,8-tetrahydro-naphthalen-1-yl)acetamide